4-(2-(6-(2,4-dioxo-1,2,3,4-tetrahydropyrimidin-5-yl)-3-methoxypyridazin-4-yl)cyclopropyl)benzonitrile O=C1NC=C(C(N1)=O)C1=CC(=C(N=N1)OC)C1C(C1)C1=CC=C(C#N)C=C1